N-(3-acetyl-1-(2-((2-((3-chloro-2-fluorophenylmethyl)amino)-2-oxoethyl)(cyclopropyl)amino)-2-oxoethyl)-1H-indol-5-yl)-3,3-difluoropiperidine-1-carboxamide C(C)(=O)C1=CN(C2=CC=C(C=C12)NC(=O)N1CC(CCC1)(F)F)CC(=O)N(C1CC1)CC(=O)NCC1=C(C(=CC=C1)Cl)F